N-(3-(N-cyanocarbamoyl)phenyl)-2-(4-fluoro-2-methylphenoxy)-4-(trifluoromethyl)benzamide C(#N)NC(=O)C=1C=C(C=CC1)NC(C1=C(C=C(C=C1)C(F)(F)F)OC1=C(C=C(C=C1)F)C)=O